C1(CC1)C1=NN(C(=C1)C(=O)N1CC2=C(C=C(C=C2CC1)C=1C=C2C(=NC1)NC=C2C)[C@@H]2CCCN2)C (S)-(3-cyclopropyl-1-methyl-1H-pyrazol-5-yl)-[6-(3-Methyl-1H-pyrrolo[2,3-b]pyridin-5-yl)-8-[pyrrolidin-5-yl]-3,4-dihydroisoquinoline-2(1H)-yl]methanone